NC(COC1=CC(=C2CC(CC2=C1)C(=O)OCC)C#N)=O ethyl 6-(2-amino-2-oxo-ethoxy)-4-cyano-indane-2-carboxylate